C1=C(C=CC2=CC=CC=C12)C(=O)N naphthalene-2-carboxylic acid amide